C(C)(=O)O[C@H]([C@@H](CN=[N+]=[N-])OC(C)=O)[C@@H]1O[C@](C[C@@H]([C@H]1NC(COC(C)=O)=O)OC(C)=O)(C(=O)OC)OCCCCCCN (1R,2R)-1-((2R,3R,4S,6R)-4-acetoxy-3-(2-acetoxyacetamido)-6-((6-aminohexyl)oxy)-6-(methoxycarbonyl)tetrahydro-2H-pyran-2-yl)-3-azidopropane-1,2-diyl diacetate